tert-butyl 3-(3-amino-2-(cyclobutylsulfinyl)-4-(1-methyl-1H-pyrazol-5-yl) thieno[2,3-b]pyridin-6-yl)-7,8-dihydro-1,6-naphthyridine-6(5H)-carboxylate NC1=C(SC2=NC(=CC(=C21)C2=CC=NN2C)C=2C=NC=1CCN(CC1C2)C(=O)OC(C)(C)C)S(=O)C2CCC2